(±)-2,2'-bis(di-p-tolylphosphino)-1,1'-binaphthyl C1(=CC=C(C=C1)P(C1=C(C2=CC=CC=C2C=C1)C1=C(C=CC2=CC=CC=C12)P(C1=CC=C(C=C1)C)C1=CC=C(C=C1)C)C1=CC=C(C=C1)C)C